(4-chlorophenyl)-N-(2-(1-methylpyrrolidin-2-yl)ethyl)-2-(pyridin-3-yl)pyrimidin-4-amine ClC1=CC=C(C=C1)C=1C(=NC(=NC1)C=1C=NC=CC1)NCCC1N(CCC1)C